Benzyl ((2R,3R)-3-(tert-butoxy)-1-oxo-1-((4-(((S)-2-oxo-4-(trifluoromethyl)imidazolidin-1-yl)methyl)pyridin-2-yl)amino)butan-2-yl)carbamate C(C)(C)(C)O[C@@H]([C@H](C(NC1=NC=CC(=C1)CN1C(N[C@@H](C1)C(F)(F)F)=O)=O)NC(OCC1=CC=CC=C1)=O)C